Methyl 3-((N-((1-methyl-1H-indol-5-yl)methyl)benzo[b]thiophen-3-sulfonamido)ethynyl)-2-(1H-pyrrol-1-yl)benzoate CN1C=CC2=CC(=CC=C12)CN(S(=O)(=O)C=1C2=C(SC1)C=CC=C2)C#CC=2C(=C(C(=O)OC)C=CC2)N2C=CC=C2